O[C@@H]1C[C@H](CCCC1)NC1=NC(=NC=C1C(=O)N)NC1CCC(CC1)OC 4-((1S,3S)-3-hydroxycycloheptylamino)-2-((1r,4S)-4-methoxycyclohexylamino)pyrimidine-5-carboxamide